(2S,4R)-1-(tert-butoxycarbonyl)-4-hydroxy-3,3-dimethylpyrrolidine-2-carboxylic acid C(C)(C)(C)OC(=O)N1[C@@H](C([C@H](C1)O)(C)C)C(=O)O